1-(2-(4-(3-methylbenzoyl)piperazin-1-yl)acetyl)-1',4'-dihydro-2'H-spiro[pyrrolidine-2,3'-quinolin]-2'-one CC=1C=C(C(=O)N2CCN(CC2)CC(=O)N2CCCC23C(NC2=CC=CC=C2C3)=O)C=CC1